FC1=C(C(=CC(=C1)C#CC=1C=NC=CC1)F)N1C=2N(C3(C1=O)CC3)C(=CN2)C=2C=NC=CC2 1'-(2,6-difluoro-4-(pyridin-3-ylethynyl)phenyl)-5'-(pyridin-3-yl)spiro[cyclopropane-1,3'-imidazo[1,2-a]imidazol]-2'(1'H)-one